4-benzyloxy-2-[2-[2-[[tert-butyl-(dimethyl)silyl]oxymethyl]-3,4-difluoro-phenoxy]-4-methyl-5-(trifluoromethyl)-3-pyridinyl]-1,6-naphthyridine-5-carboxamide C(C1=CC=CC=C1)OC1=CC(=NC=2C=CN=C(C12)C(=O)N)C=1C(=NC=C(C1C)C(F)(F)F)OC1=C(C(=C(C=C1)F)F)CO[Si](C)(C)C(C)(C)C